N-(5,6-dimethoxybenzothiazol-2-yl)-2-[2-(N,N-dimethylcarbamoyl)phenyl]acetamide COC=1C(=CC2=C(N=C(S2)NC(CC2=C(C=CC=C2)C(N(C)C)=O)=O)C1)OC